C(C)(C)OC=1C=CC(=NC1)C1=NSC(=N1)NC1=NC=CC=C1S(=O)(=O)N(C)C 2-(3-(5-isoprop-oxypyridin-2-yl)-1,2,4-thiadiazol-5-ylamino)-N,N-dimethyl-pyridine-3-sulfonamide